C1(=CC=CC=C1)S(=O)(=O)NC1=C(C=C(C(=C1)Cl)Cl)[N+](=O)[O-] (E)-benzenesulfonyl-4,5-dichloro-2-nitroaniline